1-(tertiary butyl-chlorophosphino)-1H-indole C(C)(C)(C)P(N1C=CC2=CC=CC=C12)Cl